(4S)-4-propan-2-yl-2-[3-[(4S)-4-propan-2-yl-4,5-dihydro-1,3-oxazol-2-yl]phenyl]-4,5-dihydro-1,3-oxazole CC(C)[C@@H]1N=C(OC1)C1=CC(=CC=C1)C=1OC[C@@H](N1)C(C)C